2,5-dibromo-1-phenyl-1H-pyrrole BrC=1N(C(=CC1)Br)C1=CC=CC=C1